Ethyl-2,4-dimethyl-1,3-dioxolane methyl-5,6-dihydroxyindole-2-carboxylate COC(=O)C=1NC2=CC(=C(C=C2C1)O)O.C(C)C1(OCC(O1)C)C